1,1,1,3,3,3-Hexafluoropropan-2-yl (R)-1-((5-chloropyridin-3-yl)carbamoyl)-6-azaspiro[2.5]octan-6-carboxylat ClC=1C=C(C=NC1)NC(=O)[C@@H]1CC12CCN(CC2)C(=O)OC(C(F)(F)F)C(F)(F)F